oxirane-2-carbaldehyde O1C(C1)C=O